6-(2,6-dichlorophenyl)-2-({4-[4-(pyrrolidin-1-yl)piperidin-1-yl]phenyl}amino)imidazo[1,2-a]pyrimido[5,4-e]pyrimidin-5(6H)-one ClC1=C(C(=CC=C1)Cl)N1C=2N(C3=C(C1=O)C=NC(=N3)NC3=CC=C(C=C3)N3CCC(CC3)N3CCCC3)C=CN2